ClC=1C=C2C=CC(=NC2=CC1)C(=O)N[C@@H]1CC[C@H](CC1)C(NC=1SC2=C(N1)C=C(C=C2)Cl)=O 6-chloro-N-(trans-4-(5-chlorobenzo[d]thiazol-2-ylcarbamoyl)cyclohexyl)quinoline-2-carboxamide